6-(5-(7-ethyl-7H-imidazo[4,5-c]pyridazin-4-yl)-2-fluorophenyl)-7-methoxyimidazo[1,2-a]pyridine C(C)N1C=NC2=C1N=NC=C2C=2C=CC(=C(C2)C=2C(=CC=1N(C2)C=CN1)OC)F